3-bromo-4-((2-bromo-6-formylbenzyl)oxy)benzoic acid methyl ester COC(C1=CC(=C(C=C1)OCC1=C(C=CC=C1C=O)Br)Br)=O